FC(CSS[C@@H]([C@@](CN1N=CN=C1)(O)C1=C(C=CC(=C1)F)F)C)(C1=CC=CC=C1)F (2R,3R)-3-((2,2-difluoro-2-phenylethyl)disulfanyl)-2-(2,5-difluorophenyl)-1-(1H-1,2,4-triazol-1-yl)butan-2-ol